5-(difluoromethyl)-2-methyl-3-((6-oxo-1-((2-oxo-1,2-dihydropyridin-3-yl)methyl)-4-(perfluoroethyl)-1,6-dihydropyrimidin-5-yl)oxy)benzonitrile FC(C=1C=C(C(=C(C#N)C1)C)OC1=C(N=CN(C1=O)CC=1C(NC=CC1)=O)C(C(F)(F)F)(F)F)F